COC(=O)C=1C(=CC=C2C=CC3(OC12)CNC3)C 7'-methylspiro[azetidine-3,2'-chromene]-8'-carboxylic acid methyl ester